(2S,3S,4S,5R)-2-((S)-2-(triethylsiloxy)propyl)tetrahydro-2H-pyran C(C)[Si](O[C@H](C[C@H]1OCCCC1)C)(CC)CC